C(CCCCCC)C(CO)CCCCCCCC 2-heptyldecanol